tetrabromophenyl(3-ethyl-3-oxetanylmethyl)ether BrC=1C(=C(C(=C(C1)C(C1(COC1)CC)OC(C1=C(C(=C(C(=C1)Br)Br)Br)Br)C1(COC1)CC)Br)Br)Br